O1CCN(CC1)CC(=O)N1CC(OCC1)COC1=C(C=C(C=C1)S(=O)(=O)NC(C1=CC=CC=C1)=O)[N+](=O)[O-] N-((4-((4-(2-morpholinoacetyl)morpholin-2-yl)methoxy)-3-nitrophenyl)sulfonyl)benzamide